FC(COC1=NC=CC=C1)(F)F (2,2,2-trifluoroethoxy)pyridin